2-[6-amino-5-[8-[2-[3-(8-oxa-1-azaspiro[3.5]nonan-1-yl)prop-1-ynyl]-4-pyridinyl]-3,8-diazabicyclo[3.2.1]oct-3-yl]pyridazin-3-yl]phenol NC1=C(C=C(N=N1)C1=C(C=CC=C1)O)N1CC2CCC(C1)N2C2=CC(=NC=C2)C#CCN2CCC21CCCOC1